[NH4+].N(=O)N(O)C1=CC=CC=C1 N-nitrosophenylhydroxylamine, ammonium salt